ClC=1C=C(NC2(CCC3(C(=C(C4=CC=CC=C34)CC)C)CC2)C(=O)O)C=CC1 (1s,4s)-4-(3-chloroanilino)-3'-ethyl-2'-methylspiro[cyclohexane-1,1'-indene]-4-carboxylic acid